The molecule is an abietane diterpenoid lacking the isopropyl substituent with an aromatic C-ring and a hydroxy group at the 12-position. It derives from a hydride of a podocarpane. C[C@]12CCC[C@]([C@@H]1CCC3=C2C=C(C=C3)O)(C)C(=O)O